C(CCCCCCC\C=C/C\C=C/CCCCC)(=O)OCC(COC(CCC(OCCC(CCC=C(C)C)C)OCCC(CCC=C(C)C)C)=O)COC(=O)OCCCCN1CCOCC1 3-((4,4-bis((3,7-dimethyloct-6-en-1-yl)oxy)butanoyl)oxy)-2-((((4-morpholinobutoxy)carbonyl)oxy)methyl)propyl (9Z,12Z)-octadeca-9,12-dienoate